diglycidyl-1,2-cyclohexanediol C(C1CO1)C1(C(CCCC1)(O)CC1CO1)O